N1N=CC=2C1=NC=C(C2)O[C@@H]2CC[C@H](CC2)N2C(N(CC2=O)C=2C=NC=C(C2)C(F)(F)F)=O 3-[trans-4-(1H-pyrazolo[3,4-b]pyridin-5-yloxy)cyclohexyl]-1-[5-(trifluoromethyl)-3-pyridinyl]-2,4-imidazolidinedione